1-Bromo-3-chloro-2-methyl-benzene BrC1=C(C(=CC=C1)Cl)C